ClC=1C=C2C=NN(C2=C(C1)C(=O)NC1CC2(CC(C2)CC(=O)O)C1)CC1=CC=C(C=C1)C=1C=C2C=CC(=NC2=CC1)OC 2-(6-(5-chloro-1-(4-(2-methoxyquinolin-6-yl)benzyl)-1H-indazole-7-carboxamido)spiro[3.3]heptan-2-yl)acetic acid